1-n-hexyl-3-methylimidazolium hexafluorophosphate salt F[P-](F)(F)(F)(F)F.C(CCCCC)N1C=[N+](C=C1)C